CC1=CC=CC(=N1)OB(O)O (6-methylpyridin-2-yl)boric acid